2-(trans-4-((3-(1-Isopropyl-1H-pyrazol-4-yl)phenyl)((trans-4-(5-methoxy-6-methylpyridin-2-yl)cyclohexyl)methyl)carbamoyl)cyclohexyl)acetic acid C(C)(C)N1N=CC(=C1)C=1C=C(C=CC1)N(C(=O)[C@@H]1CC[C@H](CC1)CC(=O)O)C[C@@H]1CC[C@H](CC1)C1=NC(=C(C=C1)OC)C